C(C(=C)C)(=O)OCCC[Si](O)(O)O γ-methacryloxypropyltrihydroxysilane